((Z)-2-pivaloyl-3-(m-tolyl)acryloyl)-D-phenylalanine C(C(C)(C)C)(=O)/C(/C(=O)N[C@H](CC1=CC=CC=C1)C(=O)O)=C/C=1C=C(C=CC1)C